The molecule is a C-nitro compound that is (3Z)-3-[(2E)-2-methyl-3-(4-nitrophenyl)prop-2-en-1-ylidene]tetrahydrofuran which is substituted by a 6-methoxy-3,5-dimethyl-4-oxo-4H-pyran-2-yl group at position 5. It is isolated from the soil bacterium, Streptomyces thioluteus and exhibits antitumor, antifungal, and insecticidal activities. It has a role as an antifungal agent, an antibacterial agent, an antineoplastic agent, an antiparasitic agent, a bacterial metabolite and an EC 1.6.5.3 [NADH:ubiquinone reductase (H(+)-translocating)] inhibitor. It is a C-nitro compound, a member of oxolanes, a member of 4-pyranones, an olefinic compound and a ketene acetal. It derives from a deoxyaureothin. CC1=C(OC(=C(C1=O)C)OC)[C@H]2C/C(=C/C(=C/C3=CC=C(C=C3)[N+](=O)[O-])/C)/CO2